ethyl 5-amino-1-(6-bromo-5-fluoropyridin-2-yl)-1H-pyrazole-4-carboxylate NC1=C(C=NN1C1=NC(=C(C=C1)F)Br)C(=O)OCC